C(C(=C)C)(=O)OC(CC)[Si](O[Si](C)(C)C)(O[Si](C)(C)C)O[Si](C)(C)C tri(trimethylsiloxy)silylpropanol methacrylate